7-(trifluoromethyl)-1,5-dihydrospiro[1-benzazepine-4,2'-[1,3]dioxolane]-2(3H)-one FC(C=1C=CC2=C(CC3(OCCO3)CC(N2)=O)C1)(F)F